N-((1S,3S)-3-(methyl-(7H-pyrrolo[2,3-d]pyrimidin-4-yl)amino)-cyclobutyl)propane-1-sulfonamide CN(C1CC(C1)NS(=O)(=O)CCC)C=1C2=C(N=CN1)NC=C2